2-[[4,6-bis[butyl[1-(cyclohexyloxy)-2,2,6,6-tetramethylpiperidin-4-yl]amino]-1,3,5-triazin-2-yl]amino]ethanol C(CCC)N(C1=NC(=NC(=N1)N(C1CC(N(C(C1)(C)C)OC1CCCCC1)(C)C)CCCC)NCCO)C1CC(N(C(C1)(C)C)OC1CCCCC1)(C)C